NC1=C2C(=NC=N1)N(N=C2C2=CC=C(C=C2)OC2=CC=CC=C2)[C@H]2CN(CCC2)CCCCCCCSC2=C1C(N(C(C1=CC=C2)=O)C2C(NC(CC2)=O)=O)=O 4-((7-((R)-3-(4-amino-3-(4-phenoxyphenyl)-1H-pyrazolo[3,4-d]pyrimidin-1-yl)piperidine-1-yl)heptyl)thio)-2-(2,6-dioxopiperidin-3-yl)isoindoline-1,3-dione